C(=O)CC1(OB(OC1(C)C)C1=CC=CC=C1)C Formylphenylboronic acid pinacol ester